3,5-dimethyldodecanoic acid CC(CC(=O)O)CC(CCCCCCC)C